2-((7-(5-cyclopropyl-6-methyl-1H-indazol-4-yl)-8-fluoro-2-(((2R,7aS)-2-fluorotetrahydro-1H-pyrrolizin-7a(5H)-yl)methoxy)-5-isopropoxypyrido[4,3-d]pyrimidin-4-yl)amino)ethan-1-ol C1(CC1)C=1C(=C2C=NNC2=CC1C)C1=C(C=2N=C(N=C(C2C(=N1)OC(C)C)NCCO)OC[C@]12CCCN2C[C@@H](C1)F)F